6-chloro-3-isopropenyl-N-(4-piperidyl)imidazo[1,2-a]Pyridin-8-amine ClC=1C=C(C=2N(C1)C(=CN2)C(=C)C)NC2CCNCC2